lithium 2-phenylethanolate C1(=CC=CC=C1)CC[O-].[Li+]